(R)-N-(1-(3,5-bis(2-methoxypyrimidin-5-yl)phenyl)ethyl)-5-(2-(dimethylamino)ethoxy)-2-methylbenzamide COC1=NC=C(C=N1)C=1C=C(C=C(C1)C=1C=NC(=NC1)OC)[C@@H](C)NC(C1=C(C=CC(=C1)OCCN(C)C)C)=O